C(C)(=O)OCC=1C(=NC=CC1OB(O)O)N1C(C=2N(CC1)C1=C(C2)CC(C1)(C)C)=O (3-(acetoxymethyl)-2-(7,7-dimethyl-1-oxo-1,3,4,6,7,8-hexahydro-2H-cyclopenta[4,5]pyrrolo[1,2-a]pyrazin-2-yl)pyridin-4-yl)boric acid